ClC=1C=C2CCCN(C2=CC1)C(=O)C=1C=CC=2N(C1)C(=CN2)C=2C=CC(=NC2)NC(OC)=O methyl N-[5-[6-(6-chloro-3,4-dihydro-2H-quinoline-1-carbonyl)imidazo[1,2-a]pyridin-3-yl]-2-pyridyl]carbamate